5-[1-(trifluoromethyl)cyclopropyl]-1H-pyrazol-3-amine FC(C1(CC1)C1=CC(=NN1)N)(F)F